Cl.FC=1SC2=C(C1)C=CC(=C2)C2=NN1C(CNC(C1)C)=C2C2=CC=NC=C2 2-(2-fluoro-1-benzothiophen-6-yl)-6-methyl-3-(pyridin-4-yl)-4,5,6,7-tetrahydropyrazolo[1,5-a]pyrazine hydrogen chloride